ClC1=CC=C(C=C1)[C@@H](CO)NC(OCC1=CC=CC=C1)=O benzyl (S)-(1-(4-chlorophenyl)-2-hydroxyethyl)carbamate